BrC1=C(OC2=C(O[C@@H](C(=O)NS(=O)(=O)C)OC)C=CC=C2)C=C(C(=C1)F)N1C(N(C(=CC1=O)C(F)(F)F)C)=O (2S)-2-[2-[2-bromo-4-fluoro-5-[3-methyl-2,6-dioxo-4-(trifluoromethyl)pyrimidin-1-yl]phenoxy]phenoxy]-2-methoxy-N-methylsulfonyl-acetamide